(5-(5-methoxybenzo[d]oxazol-2-yl)-8-(methylamino)-2,7-naphthyridin-3-yl)-3-methylbut-3-enamide COC=1C=CC2=C(N=C(O2)C2=C3C=C(N=CC3=C(N=C2)NC)C(C(=O)N)C(=C)C)C1